C(C(C)C)NC(=O)[C@@H]1CN(CC[C@H]1NC(=O)C1=NOC(=C1)C1=C(C=C(C=C1)F)F)C1CCCCC1 (3R,4R)-1-cyclohexyl-4-{[5-(2,4-difluoro-phenyl)-isoxazole-3-carbonyl]-amino}-piperidine-3-carboxylic acid isobutyl-amide